C1CCC2=C(C=3CCCC3C=C12)NC(=O)N=[S@](=O)(N)C=1SC(=C(C1)C(C)(C)O)C (R)-N'-(1,2,3,5,6,7-hexahydro-s-indacen-4-ylcarbamoyl)-4-(2-hydroxypropan-2-yl)-5-methylthiophene-2-sulfonimidamide